((1s,3s)-3-Hydroxy-3-methylcyclobutyl)(6-(3-methyl-4-(trifluoromethyl)phenoxy)-2-azaspiro[3.3]heptan-2-yl)methanon OC1(CC(C1)C(=O)N1CC2(C1)CC(C2)OC2=CC(=C(C=C2)C(F)(F)F)C)C